COC(=O)C1=NNC=N1 1H-1,2,4-triazole-3-carboxylic acid methyl ester